N2-(4-(2,2-Dimethyl-2,3-dihydrofuro[2,3-c]pyridin-5-yl)thiazol-2-yl)-N3-methyl-5-(trifluoromethyl)pyridine-2,3-diamine hydrochloride Cl.CC1(CC=2C(=CN=C(C2)C=2N=C(SC2)NC2=NC=C(C=C2NC)C(F)(F)F)O1)C